COC1=CC=C(C=C1)N1N=C(NC1=O)[C@@H]1CN(CCC1)CCC=1C=NC=NC1 (s)-2-(4-methoxyphenyl)-5-(1-(2-(pyrimidin-5-yl)ethyl)piperidin-3-yl)-2,4-dihydro-3H-1,2,4-triazol-3-one